3-((7-(5-Chloro-1-((4-fluoropiperidin-4-yl)methyl)indolin-7-yl)thieno[3,2-b]pyridine-2-yl)methyl)-6,6-dimethyl-3-azabicyclo[3.1.0]hexane-2,4-dione trifluoroacetate FC(C(=O)O)(F)F.ClC=1C=C2CCN(C2=C(C1)C1=C2C(=NC=C1)C=C(S2)CN2C(C1C(C1C2=O)(C)C)=O)CC2(CCNCC2)F